C1(=CC=C(C=C1)C(=O)Cl)C1=CC=C(C=C1)C(=O)Cl 4,4'-biphenyl-dicarbonyl chloride